N1(C(CC(CC1)CCCC1CC(N(CC1)CCC(=O)O)CCC(=O)O)CCC(=O)O)CCC(=O)O 4,4'-trimethylenedipiperidinebispropanoic acid